(R)-1-(3-(difluoromethoxy)phenyl)-3-(1-hydroxyethyl)-N-(3-methyl-1,1-dioxidothietan-3-yl)-1H-pyrazolo[3,4-b]pyridine-5-carboxamide FC(OC=1C=C(C=CC1)N1N=C(C=2C1=NC=C(C2)C(=O)NC2(CS(C2)(=O)=O)C)[C@@H](C)O)F